[Si](C)(C)(C(C)(C)C)OCC(C1=CC=C(C=C1)C)N1C=NC(=C1C(=O)OCC)F ethyl 1-(2-((tert-butyldimethylsilyl) oxy)-1-p-tolylethyl)-4-fluoro-1H-imidazole-5-carboxylate